C(C1=CC=CC=C1)OC(=O)N1[C@H]2CC(C[C@@H]1CC2)NC2=NC=C(C(=N2)C2=CNC1=C(C(=CC=C21)C#N)Br)C(F)(F)F (1R,3S,5S)-3-((4-(7-bromo-6-cyano-1H-indol-3-yl)-5-(trifluoromethyl)pyrimidin-2-yl)amino)-8-azabicyclo[3.2.1]Octane-8-carboxylic acid benzyl ester